F[C@H]1[C@@H](C1)NC1=NC(N(C2=CC(=CC(=C12)OC)C(F)(F)F)C1=CC=CC=C1)=O 4-(((1R,2R)-2-fluorocyclopropyl)-amino)-5-methoxy-1-phenyl-7-(trifluoromethyl)quinazolin-2(1H)-one